3-cyano-4-[(1S,4S,5R)-5-[[5-cyclopropyl-3-(2,6-dichlorophenyl)-1,2-oxazol-4-yl]methoxy]-2-azabicyclo[2.2.1]heptan-2-yl]benzoic acid C(#N)C=1C=C(C(=O)O)C=CC1N1[C@@H]2C[C@H]([C@H](C1)C2)OCC=2C(=NOC2C2CC2)C2=C(C=CC=C2Cl)Cl